C(C(=C)C)(=O)OCC[N+](C)(C)CC1=CC=CC=C1 [2-(methacryloyloxy)ethyl]benzyldimethylammonium